Perfluorohexylethyl-trimethoxysilane FC(O[Si](OC(F)(F)F)(OC(F)(F)F)C(C(F)(F)F)(F)F)(C(C(C(C(C(C(F)(F)F)(F)F)(F)F)(F)F)(F)F)(F)F)F